2-(4-fluoro-2-methylphenoxy)-N-(4-fluoro-3-(guanidinomethyl)phenyl)-4-(trifluoromethyl)benzamide FC1=CC(=C(OC2=C(C(=O)NC3=CC(=C(C=C3)F)CNC(=N)N)C=CC(=C2)C(F)(F)F)C=C1)C